3-(8-(4-fluoro-2-methoxy-6-(trifluoromethyl)phenyl)imidazo[1,2-a]pyridin-5-yl)propionic acid FC1=CC(=C(C(=C1)C(F)(F)F)C=1C=2N(C(=CC1)CCC(=O)O)C=CN2)OC